3-[(1R)-1-[2-[2-[3-[tert-Butyl-(dimethyl)silyl]oxycyclobutyl]indazol-5-yl]-3,6-dimethyl-4-oxo-chromen-8-yl]ethoxy]-6-chloro-pyridine-2-carboxamide C(C)(C)(C)[Si](OC1CC(C1)N1N=C2C=CC(=CC2=C1)C=1OC2=C(C=C(C=C2C(C1C)=O)C)[C@@H](C)OC=1C(=NC(=CC1)Cl)C(=O)N)(C)C